(((1-methyl-3-(trifluoromethyl)-1H-pyrazol-4-yl)thio)methyl)piperidine-1-carboxylic acid tert-butyl ester C(C)(C)(C)OC(=O)N1C(CCCC1)CSC=1C(=NN(C1)C)C(F)(F)F